COC=1C2=C(N=C(N1)C=1C=CC3=CN(N=C3C1)C1CCC(CC1)CNC(C1=C(C(=C(C(=C1)F)OCC1=CC=C(C=C1)OC)F)F)=O)CN(C2)C(=O)OC(C)(C)C tert-butyl 4-methoxy-2-{2-[(1r,4r)-4-({2,3,5-trifluoro-4-[(4-methoxyphenyl)methoxy]benzamido}methyl)cyclohexyl]-2H-indazol-6-yl}-5,7-dihydro-6H-pyrrolo[3,4-d]pyrimidine-6-carboxylate